N-(4-(6-(((3aR,5s,6aS)-2-((tetrahydro-2H-pyran-4-yl)methyl-d2)octahydrocyclopenta[c]pyrrol-5-yl)amino)pyridazin-3-yl)phenyl)propionamide O1CCC(CC1)C(N1C[C@@H]2[C@H](C1)CC(C2)NC2=CC=C(N=N2)C2=CC=C(C=C2)NC(CC)=O)([2H])[2H]